2-(6-(hydroxy(8-methyl-8-azabicyclo[3.2.1]oct-2-yl)methyl)-4-methylpyridazin-3-yl)-5-(trifluoromethyl)phenol OC(C1=CC(=C(N=N1)C1=C(C=C(C=C1)C(F)(F)F)O)C)C1C2CCC(CC1)N2C